(4-chlorophenyl)-2-(N-pyrrolidinyl)-1-pentanone ClC1=CC=C(C=C1)C(C(CCC)N1CCCC1)=O